C1N2C=3C(NC(=NC3NCC2CN1C1=CC=C(C(N[C@@H](CCC(=O)[O-])C(=O)O)=O)C=C1)N)=O 5,10-methylene-tetrahydrofolate